Cl.CNOC N,O-dimethylhydroxylamine hydrochloride salt